2-(2,6-dioxopiperidin-3-yl)isoindole-1,3-dione tetratrifluoroacetate FC(C(=O)O)(F)F.FC(C(=O)O)(F)F.FC(C(=O)O)(F)F.FC(C(=O)O)(F)F.O=C1NC(CCC1N1C(C2=CC=CC=C2C1=O)=O)=O